CC1OC(CC1S)C 2,5-dimethyl-3-tetrahydrofuranethiol